tert-butyl (E)-(2-((4-(3-bromophenyl)-5-oxo-4,5-dihydro-1H-1,2,4-triazol-1-yl)methyl)-3-fluoroallyl)carbamate BrC=1C=C(C=CC1)N1C=NN(C1=O)C\C(\CNC(OC(C)(C)C)=O)=C\F